epoxy-9,10-dihydro-9-oxa-10-phosphaphenanthrene-10-oxide C=12C(=CC=C3C4=CC=CC=C4OP(C13)=O)O2